C(C)(C)(C)C=1C=C(C=C(C1)C(C)(C)C)C1=CC(=CC=C1)OB(O)O (3',5'-di-tert-butyl-[1,1'-biphenyl]-3-yl)boric acid